1-(4-Methoxy-3-(1-methyl-1H-1,2,4-triazol-3-yl)-5-nitrophenyl)-N-methylmethanamine COC1=C(C=C(C=C1[N+](=O)[O-])CNC)C1=NN(C=N1)C